1,4-dimethyl-hexanediamine CC(CCC(CC)C)(N)N